FC=1C=C(C=CC1F)C1=CSC2=C1C(N(C=C2)CC(=O)N2CC(C2)(C)F)=O 3-(3,4-difluorophenyl)-5-(2-(3-fluoro-3-methylazetidin-1-yl)-2-oxoethyl)thieno[3,2-c]pyridin-4(5H)-one